6-chloro-7-fluoro-5-methoxy-2-(1-(4-methoxybenzyl)-5-(trifluoromethyl)-1H-1,2,4-triazol-3-yl)-3-(1-(tetrahydro-2H-pyran-2-yl)-1H-pyrazol-4-yl)-1H-indole ClC1=C(C=C2C(=C(NC2=C1F)C1=NN(C(=N1)C(F)(F)F)CC1=CC=C(C=C1)OC)C=1C=NN(C1)C1OCCCC1)OC